O1COC2=C1C=CC=C2C(C)NCC2=CC(=NC=C2)N2CCCCC2 1-(1,3-benzodioxol-4-yl)-N-[[2-(1-piperidinyl)-4-pyridinyl]methyl]ethylamine